N,N-dimethyl-3-phenyl-cyclopent-3-ene-1-carboxamide CN(C(=O)C1CC(=CC1)C1=CC=CC=C1)C